ClC=1C2=C(N=CN1)SC(=C2C2=C(C(=C(C=C2)OCCN2CCN(CC2)C)Cl)C)I 4-chloro-5-(3-chloro-2-methyl-4-(2-(4-methylpiperazin-1-yl)ethoxy)phenyl)-6-iodothieno[2,3-d]pyrimidine